C1(=C(C=CC=C1)NC(=S)NC1=C(C=CC=C1)C)C N,N'-di-o-tolylthiourea